2-(4-(2-ethyl-3-((4-(4-fluorophenyl)-5-(hydroxymethyl)thiazol-2-yl)(methyl)amino)imidazo[1,2-a]pyridin-6-yl)piperidin-1-yl)-1-(pyrrolidin-1-yl)ethanone C(C)C=1N=C2N(C=C(C=C2)C2CCN(CC2)CC(=O)N2CCCC2)C1N(C)C=1SC(=C(N1)C1=CC=C(C=C1)F)CO